O=C1CC[C@@H](O1)C(=O)O (R)-(-)-5-oxo-2-tetrahydrofuranecarboxylic acid